[C-]1(C=CC=C1)CN1C(N=NC1=O)=O.[CH-]1C=CC=C1.[Fe+2] 4-ferrocenylmethyl-1,2,4-triazolin-3,5-dione